C(CCCCCCCCCCCCC)N1C(=C(C(C2=C(C=C(C=C12)OC1OCCCC1)OC1OCCCC1)=O)OC1OCCCC1)C1=CC(=C(C=C1)OC1OCCCC1)OC1OCCCC1 N-tetradecyl-2-(3,4-ditetrahydropyranyloxyphenyl)-3,5,7-tritetrahydropyranyloxyquinolin-4-one